C[C@H]1CN(C[C@H](N1)C)C1=NC(N2C3=C(C(=C(C=C13)C(F)(F)F)C1=CC=C(C=C1)F)SC[C@H](C2)C=2C=NC=C(C2)F)=O (S)-8-((3S,5r)-3,5-dimethylpiperazin-1-yl)-11-(4-fluorophenyl)-3-(5-fluoropyridin-3-yl)-10-(trifluoromethyl)-3,4-dihydro-2h,6h-[1,4]thiazepino[2,3,4-ij]quinazolin-6-one